(R)-1-cyclobutyl-2-methoxyethylamine C1(CCC1)[C@H](COC)N